C(C#C)P(C=C)(CC#C)=O di(2-propynyl)(vinyl)phosphine oxide